triazinyl-triethoxysilane N1=NN=C(C=C1)[Si](OCC)(OCC)OCC